C(CCCCCCCCCCC)N(C(C=C)=O)CCCCCCCCCCCC N,N-didodecylacrylamide